7-bromo-2-(iodomethyl)-2,3-dihydrobenzo[b][1,4]dioxine BrC=1C=CC2=C(OC(CO2)CI)C1